2-(Benzylthio)-7-(3-propyl)-7,8-dihydro-1,6-naphthyridine-6(5H)-carboxylic acid tert-butyl ester C(C)(C)(C)OC(=O)N1CC=2C=CC(=NC2CC1CCC)SCC1=CC=CC=C1